5,7-dimethoxy-3-(3-((6-iodoquinazolin-4-yl)thio)propoxy)-2-(3,4,5-trimethoxyphenyl)-4H-chromen-4-one COC1=C2C(C(=C(OC2=CC(=C1)OC)C1=CC(=C(C(=C1)OC)OC)OC)OCCCSC1=NC=NC2=CC=C(C=C12)I)=O